C1(CCC1)[C@H](C=1C=C(C=CC1)N1C(C2=C(C(=C1)C(F)(F)F)C=C(N2)CN2C[C@H](CCC2)C)=O)C2=NN=CN2C 6-(3-((R)-cyclobutyl(4-methyl-4H-1,2,4-triazol-3-yl)methyl)phenyl)-2-(((S)-3-methylpiperidin-1-yl)methyl)-4-(trifluoromethyl)-1,6-dihydro-7H-pyrrolo[2,3-c]pyridin-7-one